(R)-2-(benzo[d]thiazol-2-ylamino)-4-(3-hydroxypropylamino)-6-(pyrrolidin-3-ylamino)-1,3,5-triazine S1C(=NC2=C1C=CC=C2)NC2=NC(=NC(=N2)NCCCO)N[C@H]2CNCC2